myristyl-ethyl-trimethyl-ammonium bromide [Br-].C(CCCCCCCCCCCCC)C[N+](C)(C)CC